N,N'-(2,2'-Dimethyl-[1,1'-biphenyl]-3,3'-diyl)bis(5-(aminomethyl)picolinamide) CC1=C(C=CC=C1NC(C1=NC=C(C=C1)CN)=O)C1=C(C(=CC=C1)NC(C1=NC=C(C=C1)CN)=O)C